N2-(4-((1s,3s)-3-(dimethylamino)cyclobutoxy)-3-methoxyphenyl)-N4-(5-fluoro-1,7-naphthyridin-3-yl)pyrimidine-2,4-diamine CN(C1CC(C1)OC1=C(C=C(C=C1)NC1=NC=CC(=N1)NC=1C=NC2=CN=CC(=C2C1)F)OC)C